OC1=C(C(=O)N)C=C(C=C1)O 2,5-dihydroxybenzamide